C(#N)C=1C=NN2C1C(=CC(=C2)C=2C=NN(C2C)C2CN(C2)[C@@H]2C[C@H](N(C2)C(=O)OC(C)(C)C)C)OC tert-Butyl (2R,4R)-4-[3-(4-[3-cyano-4-methoxypyrazolo[1,5-a]pyridin-6-yl]-5-methylpyrazol-1-yl)azetidin-1-yl]-2-methylpyrrolidine-1-carboxylate